C(\C(=C(\C(=C(\C(=O)O)/[2H])\[2H])/[2H])\[2H])(=O)O trans-muconic acid-d4